7-(3-Amino-1-pyrrolidinyl)-1-cyclopropyl-6-fluoro-1,4-dihydro-4-oxo-1,8-naphthyridine-3-carboxylic acid benzyl ester C(C1=CC=CC=C1)OC(=O)C1=CN(C2=NC(=C(C=C2C1=O)F)N1CC(CC1)N)C1CC1